CP(=O)=C[C@H]([C@H](N)C(=O)O)O 4-(methylphosphoryl)-threonine